COC1=CC=C(CN2CCC(CC2)(C#N)CC(=C)C)C=C1 1-(4-methoxybenzyl)-4-(2-methylallyl)piperidine-4-carbonitrile